COC1=CC(=CC(=C1)/C=C/C2=CC=C(C=C2)O)OC The molecule is a stilbenol that consists of trans-stilbene bearing a hydroxy group at position 4 as well as two methoxy substituents at positions 3' and 5'. It has a role as a metabolite, an antioxidant, an antineoplastic agent and a neurotransmitter. It derives from a hydride of a trans-stilbene.